(5-methoxypyridin-2-yl)-N-(4-methylpyridin-2-yl)thiazol-2-amine COC=1C=CC(=NC1)C=1N=C(SC1)NC1=NC=CC(=C1)C